6-(2-amino-5-(4-(4-ethylmorpholin-3-yl)phenyl)-6-fluoropyridin-3-yl)-3,4-dihydroisoquinolin-1(2H)-one NC1=NC(=C(C=C1C=1C=C2CCNC(C2=CC1)=O)C1=CC=C(C=C1)C1N(CCOC1)CC)F